N-[5-(2-hydroxyethyl)-7-methyl-1H-pyrrolo[3,2-b]pyridin-3-yl]acetamide OCCC1=CC(=C2C(=N1)C(=CN2)NC(C)=O)C